N-(tert-Butoxycarbonyl)-N-(3-oxo-3-(tritylamino)propyl)glycine C(C)(C)(C)OC(=O)N(CC(=O)O)CCC(NC(C1=CC=CC=C1)(C1=CC=CC=C1)C1=CC=CC=C1)=O